C(#N)C=1C=CC(=C2C=CC=NC12)N1C[C@]2(C[C@]2(C1)C(F)(F)F)C(=O)N[C@@H]1C[C@@H](C1)N1CCOCC1 |o1:14,16| (1R,5S) or (1S,5R)-3-(8-cyanoquinolin-5-yl)-N-(cis-3-morpholinocyclobutyl)-5-(trifluoromethyl)-3-azabicyclo[3.1.0]hexane-1-carboxamide